4-(2,4-dichlorophenyl)-5-(4-((1-(3-fluoropropyl)pyrrolidin-3-yl)(hydroxy)methyl)phenyl)-2,3-dihydrobenzo[b]thiepin-8-ol ClC1=C(C=CC(=C1)Cl)C1=C(C2=C(SCC1)C=C(C=C2)O)C2=CC=C(C=C2)C(O)C2CN(CC2)CCCF